2,2'-methylene-bis(4-methyl-6-t-butylphenol) C(C1=C(C(=CC(=C1)C)C(C)(C)C)O)C1=C(C(=CC(=C1)C)C(C)(C)C)O